OC(C)(C)C=1SC(=CN1)S(=O)(N)=NC(NC1=C2C(CCC2=CC=2CCCC12)=O)=O 2-(2-Hydroxypropan-2-yl)-N'-((3-oxo-1,2,3,5,6,7-hexahydro-s-indacen-4-yl)carbamoyl)thiazole-5-sulfonimidamide